5-(4-allylpiperidin-1-yl)-7-bromo-N-(2-(4,4-difluoro-3-vinylpiperidin-1-yl)-1-methyl-6-oxo-1,6-dihydropyrimidin-4-yl)-1-oxo-2,3-dihydro-1H-indene-4-carboxamide C(C=C)C1CCN(CC1)C1=C(C=2CCC(C2C(=C1)Br)=O)C(=O)NC=1N=C(N(C(C1)=O)C)N1CC(C(CC1)(F)F)C=C